C(CCC)OC1=C(C=CC=C1C)C1=CC=CC=C1 butoxy-3-methyl-[1,1'-biphenyl]